C(CC#C)O[C@@H]1O[C@@H]([C@@H]([C@@H]([C@H]1NC(C)=O)O)O)CO N-((2R,3R,4R,5R,6R)-2-(but-3-yn-1-yloxy)-4,5-dihydroxy-6-(hydroxymethyl)tetrahydro-2H-pyran-3-yl)acetamide